5-Ethylcyclopent-1-ene-carbaldehyde C(C)C1CCC=C1C=O